C(C)NC(=O)NC=1C=NC2=CC=CC=C2C1 1-ethyl-3-quinolin-3-ylurea